BrC1=CC2=C(C=3N(CCC2NC2=CC=C(C=C2)CCO)N=NC3C)C=C1 2-(4-((9-bromo-1-methyl-6,7-dihydro-5H-benzo[c][1,2,3]triazolo[1,5-a]azepin-7-yl)amino)phenyl)ethan-1-ol